chloro-N-(piperidin-4-yl)isoquinolin-5-amine hydrochloride Cl.ClC1=NC=CC=2C(=CC=CC12)NC1CCNCC1